[N+](=O)([O-])C1=C(CO)C=CC=C1 2-nitrobenzyl alcohol